C1(=CC=CC=C1)/C=C/COC(C)=O Acetic acid (E)-3-phenylprop-2-en-1-yl ester